BenzocyCloButene C1CC=2C1=CC=CC2